N-[(1S)-5-[2-(2-aminopyridin-3-yl)-5-(pyrazol-1-yl)imidazo[4,5-b]pyridin-3-yl]-2,3-dihydro-1H-inden-1-yl]-6-cyclopropylpyridine-3-carboxamide NC1=NC=CC=C1C1=NC=2C(=NC(=CC2)N2N=CC=C2)N1C=1C=C2CC[C@@H](C2=CC1)NC(=O)C=1C=NC(=CC1)C1CC1